3-fluoro-2-(4-iodo-2-methyl-pyrazol-3-yl)naphthalene-1-carbonitrile FC=1C(=C(C2=CC=CC=C2C1)C#N)C=1N(N=CC1I)C